FC(C1=C(C=CC(=C1)C(F)(F)F)C(C)N1N=CC=C1)(F)F N-(1-(2,4-bis(trifluoromethyl)phenyl)ethyl)-1H-pyrazol